BrC=1C=C2CN(C(C2=C(C1)SC)=O)C(C)C 5-bromo-2-isopropyl-7-(methylthio)isoindol-1-one